N1(CCOCC1)C1=NC=CC=C1S(=O)(=O)C1=CC=C(C=C1)CNC(=O)C1=CC=2C(=CN=CC2)O1 N-({4-[2-(morpholin-4-yl)pyridine-3-sulfonyl]phenyl}methyl)furo[2,3-c]pyridine-2-carboxamide